ClC=1C=C2C(=C(C=NC2=CC1)S(=O)(=O)N1CCC(CC1)(F)F)O 6-chloro-3-[(4,4-difluoro-1-piperidinyl)sulfonyl]quinolin-4-ol